2-fluoro-1-(3-(3-(4-(trifluoromethoxy)phenyl)-1H-pyrazolo[3,4-b]pyridin-1-yl)azetidin-1-yl)propan-2-en-1-one FC(C(=O)N1CC(C1)N1N=C(C=2C1=NC=CC2)C2=CC=C(C=C2)OC(F)(F)F)=C